FC(CCC(F)(F)F)(F)C=C(C(=O)O)C.C(C(=C)C)(=O)OC(CCC(F)(F)F)(F)F pentafluorobutyl methacrylate (pentafluorobutyl methacrylate)